NCC(C1=CC(=CC(=C1)F)Cl)NC(=O)C=1N=CN(C1)C1=NC(=NC=C1C)NC1=CC2=C(OCO2)C=C1 N-(2-amino-1-(3-chloro-5-fluoro-phenyl)ethyl)-1-(2-(benzo[d][1,3]dioxol-5-ylamino)-5-methyl-pyrimidin-4-yl)-1H-imidazole-4-carboxamide